C(CCCCCCCCCCCCC)(=O)O.C(CC(C)O)O 1,3-butylene glycol monomyristate